5-(4-cinnamoyloxybutoxy)-3-chlorobenzoic acid C(C=CC1=CC=CC=C1)(=O)OCCCCOC=1C=C(C=C(C(=O)O)C1)Cl